CC(C)(C)[S@@](=O)/N=C/C1COC(CC1)C(F)(F)F (R)-2-methyl-N-((E)-(6-(trifluoromethyl)tetrahydro-2H-pyran-3-yl)methylene)propane-2-sulfinamide